dimethyl-(heptanal) CC(C=O)(CCCCC)C